FC1=C(C=CC(=C1)F)N1N=CC=2C1=NC(=NC2O)C2CS(C2)(=O)=O 1-(2,4-difluorophenyl)-6-(1,1-dioxothietan-3-yl)pyrazolo[3,4-d]pyrimidin-4-ol